tert-butyl 2-(1-ethyl-6-oxo-1,6-dihydropyridin-3-yl)-1-oxo-2,8-diazaspiro[4.5]decane-8-carboxylate C(C)N1C=C(C=CC1=O)N1C(C2(CC1)CCN(CC2)C(=O)OC(C)(C)C)=O